2-(1H-pyrrol-1-yl)benzonitrile N1(C=CC=C1)C1=C(C#N)C=CC=C1